ethyl 8-oxa-2-azaspiro[4.5]decane-4-carboxylate C1NCC(C12CCOCC2)C(=O)OCC